COC1=CC=C(C=C1)N1C(=NC2=C(C1=O)CCN(C2)C(=O)OC(C)(C)C)C2=CC=CC=C2 t-butyl 3-(4-methoxyphenyl)-4-oxo-2-phenyl-4,5,6,8-tetrahydropyrido[3,4-d]pyrimidine-7(3H)-carboxylate